ethyl 2-[4-bromo-2-[3-[5-chloro-2-[(6-chloro-2-pyridyl)oxymethyl]phenyl]-3-hydroxy-propyl]phenyl]acetate BrC1=CC(=C(C=C1)CC(=O)OCC)CCC(O)C1=C(C=CC(=C1)Cl)COC1=NC(=CC=C1)Cl